[Cl-].COC1=C(C=CC=C1)C(/C=C/C1=CC=C(OC2CSC=3SC=C[N+]32)C=C1)=O (E)-3-(4-(3-(2-methoxyphenyl)-3-oxoprop-1-en-1-yl)phenoxy)-2,3-dihydrothiazolo[2,3-b]thiazol-4-ium chloride